[Mn].[Ni].[Li] lithium nickel-manganese